N-(2,3-dimethyl-cyclohexyl)-3,5-bis-(pivaloylamino)-benzamide CC1C(CCCC1C)NC(C1=CC(=CC(=C1)NC(C(C)(C)C)=O)NC(C(C)(C)C)=O)=O